FC(C(=O)O)(F)F.O=S1(CCN(CC1)C=O)=O (1,1-dioxidothio-morpholino)methanone 2,2,2-trifluoroacetate